FC1=CC=C(C=C1)[C@@H]1N(CCC2=CC=CC=C12)C(=O)[C@@H]1CNCCO1 ((S)-1-(4-fluorophenyl)-3,4-dihydroisoquinolin-2(1H)-yl)((S)-morpholin-2-yl)methanone